2-chloro-5-(4-fluorophenyl)oxazole ClC=1OC(=CN1)C1=CC=C(C=C1)F